3-(2-(4-Methyl-piperazin-1-yl)-ethyl)-1H-indol-4-ol CN1CCN(CC1)CCC1=CNC=2C=CC=C(C12)O